4-{3-(cyanomethyl)-3-[4-(7H-pyrrolo[2,3-d]pyrimidin-4-yl)-1H-pyrazol-1-yl]azetidin-1-yl}-N-(3-fluoropyridin-2-yl)piperidine C(#N)CC1(CN(C1)C1CCN(CC1)C1=NC=CC=C1F)N1N=CC(=C1)C=1C2=C(N=CN1)NC=C2